ClC1=C(C=CC=C1C1=C(C(=CC=C1)C1=NC(=C(N=C1)CNC[C@H]1NC(CC1)=O)OC)Cl)C1=NN2C(C(CCC2)=O)=C1 2-[2-chloro-3-[2-chloro-3-[6-methoxy-5-[[[(2S)-5-oxopyrrolidin-2-yl]methylamino]methyl]pyrazin-2-yl]phenyl]phenyl]-6,7-dihydro-5H-pyrazolo[1,5-a]pyridin-4-one